C(OC1=CC=C(C=C1)[N+](=O)[O-])(O[C@H](C)C1=CC=C(C=C1)OC(F)(F)F)=O 4-nitrophenyl (1R)-1-[4-(trifluoromethoxy)phenyl]ethyl carbonate